C(C)(C)(C)OC(N[C@@H]1C[C@H](CC1)N)=O ((1S,3S)-3-aminocyclopentyl)carbamic acid tert-butyl ester